The molecule is a member of the class of xanthones that is 9H-xanthen-9-one substituted by hydroxy groups at positions 1 and 6 and a methoxy group at position 4. It is isolated from Cratoxylum Sumatranum and exhibits cytotoxicity towards the KB (human oral epidermoid) cancer cell line. It has a role as a metabolite and an antineoplastic agent. It is a member of xanthones, a polyphenol and an aromatic ether. COC1=C2C(=C(C=C1)O)C(=O)C3=C(O2)C=C(C=C3)O